C1=NC=CC=2NC=3C=CC=CC3C21 5H-pyrido[4,3-b]indole